FC1(CC(C(NC1)=O)CC=1C(=CC=2N(N1)C=C(N2)[C@H](C2CCC(CC2)(F)F)NC(OCC2=CC=CC=C2)=O)NC)F benzyl ((1S)-(6-((5,5-difluoro-2-oxopiperidin-3-yl)methyl)-7-(methylamino)imidazo[1,2-b]pyridazin-2-yl)(4,4-difluorocyclohexyl)methyl)carbamate